1-(2-hydroxybutyl)-3H-imidazo[4,5-b]pyridin-2-one OC(CN1C(NC2=NC=CC=C21)=O)CC